C(C)(C)(C)OC([C@@H](NC(=O)OC(C)(C)C)CCC(=O)O)=O tert-butyloxycarbonyl-L-glutamic acid 1-tert-butyl ester